BrC=1C=CC=C2COC(C12)=O 7-bromoisobenzofuran-1(3H)-one